(benzo[d]thiazol-2-yl)-N-benzylthiolamine S1C(=NC2=C1C=CC=C2)C2=C(SC=C2)NCC2=CC=CC=C2